C(C)OC(=O)C1=CC=C(O)C=C1 ethylParaben